FC1=CC=C2[C@H](CC3(CC3)OC2=C1)CS(=O)(=O)N (S)-(7-fluorospiro[chromane-2,1'-cyclopropan]-4-yl)methanesulfonamide